1-(5-amino-3-methylpyridin-2-yl)azetidin-3-ol NC=1C=C(C(=NC1)N1CC(C1)O)C